OCC([C@H](C[C@H]1C(NCC1)=O)NC(=O)[C@@H]1N(C[C@H]2[C@@H]1CCC2)C(=O)[C@]2(NC(CC2)=O)C2=CC=CC=C2)=O (1R,3aR,6aS)-N-((S)-4-hydroxy-3-oxo-1-((S)-2-oxopyrrolidin-3-yl)butan-2-yl)-2-((R)-5-oxo-2-phenylpyrrolidine-2-carbonyl)octahydrocyclopenta[c]pyrrole-1-carboxamide